F[C@@H](C(=O)[O-])COC[C@H](C)NC=1C=NN(C(C1C(F)(F)F)=O)CC1=CC=C(C=C1)OC (R)-2-fluoro-3-((S)-2-((1-(4-methoxybenzyl)-6-oxo-5-(trifluoromethyl)-1,6-Dihydropyridazin-4-yl)amino)propoxy)propionate